tert-butyl ((2-amino-4-(((6-cyclopropylimidazo[1,2-a]pyridin-2-yl)methyl)(methyl) amino)phenyl) sulfonyl)carbamate NC1=C(C=CC(=C1)N(C)CC=1N=C2N(C=C(C=C2)C2CC2)C1)S(=O)(=O)NC(OC(C)(C)C)=O